3,3-difluoro-4-(4-fluorophenyl)-4-((triethylsilyl)oxy)pentan-1,1-d2-1-ol FC(CC(O)([2H])[2H])(C(C)(O[Si](CC)(CC)CC)C1=CC=C(C=C1)F)F